3-(3-fluoro-5-hydroxy-2,6-dimethylphenyl)-6-(6-morpholinopyridin-3-yl)-3,7-dihydro-4H-pyrrolo[2,3-d]pyrimidin-4-one FC=1C(=C(C(=C(C1)O)C)N1C=NC2=C(C1=O)C=C(N2)C=2C=NC(=CC2)N2CCOCC2)C